4-(2,3-Difluoro-6-methoxyphenyl)-N-(5-(2-methoxypropoxy)-1,3,4-thiadiazol-2-yl)-6-methylnicotinamide FC1=C(C(=CC=C1F)OC)C1=CC(=NC=C1C(=O)NC=1SC(=NN1)OCC(C)OC)C